2-(3-Bromo-5-chlorophenyl)ethan-1-ol BrC=1C=C(C=C(C1)Cl)CCO